FC(C1(CCC1)N1C=C(C(=CC1=O)NC1CCN(CC1)C)C(=O)OC)F methyl 1-(1-(difluoromethyl) cyclobutyl)-4-((1-methylpiperidin-4-yl) amino)-6-oxo-1,6-dihydropyridine-3-carboxylate